(E)-1-methyl-4-oxo-N'-(4-(trifluoromethoxy)benzylidene)-1,4-dihydroquinoline-3-carbohydrazide CN1C=C(C(C2=CC=CC=C12)=O)C(=O)N/N=C/C1=CC=C(C=C1)OC(F)(F)F